FCC(C)(F)F 1,2,2-trifluoropropane